C(C)(C)(C)OC(=O)N1C2CN(CC1CC2)C2=NC(=NC1=C(C(=C(C=C21)I)Br)F)Cl 3-(7-bromo-2-chloro-8-fluoro-6-iodoquinazolin-4-yl)-3,8-diazabicyclo[3.2.1]octane-8-carboxylic acid tert-butyl ester